N,N-dimethyl-4-(3-(3-methylbut-1-yn-1-yl)-6-(N-(1-methylcyclopropyl)sulfamoyl)imidazo[1,2-a]pyridin-8-yl)piperazine-1-carboxamide CN(C(=O)N1CCN(CC1)C=1C=2N(C=C(C1)S(NC1(CC1)C)(=O)=O)C(=CN2)C#CC(C)C)C